COC(C(C(C1=CC(=C(C=C1)C)CN1C[C@H](OC2=C3C=CN=CC3=CC=C2C1)CC)C1=C(C2=C(N(N=N2)C)C=C1)C)(C)C)=O 3-(1,4-dimethyl-1H-benzo[d][1,2,3]triazol-5-yl)-3-(3-(((R)-2-ethyl-2,3-dihydro-[1,4]oxazepino[7,6-f]isoquinolin-4(5H)-yl)methyl)-4-methylphenyl)-2,2-dimethylpropanoic acid methyl ester